4-[4-Chloro-3-(difluoromethoxy)phenyl]-1-[2-(1H-pyrazol-4-yl)ethyl]pyrazole ClC1=C(C=C(C=C1)C=1C=NN(C1)CCC=1C=NNC1)OC(F)F